BrC1=C(C=C(C=C1)C1C(N(CC1)C)=O)OC 3-(4-bromo-3-methoxyphenyl)-1-methylpyrrolidin-2-one